C1(=CC=CC2=CC3=CC4=CC5=CC=CC=C5C=C4C=C3C=C12)[SiH]1O[SiH2]O[SiH2]O[SiH2]O[SiH2]O1 pentacenyl-cyclopentasiloxane